4-[[(4,5-dihydro-5,5-dimethyl-3-isoxazolyl)thio]methyl]-1-methyl-3-(trifluoromethyl)-1H-pyrazol-5-ol CC1(CC(=NO1)SCC=1C(=NN(C1O)C)C(F)(F)F)C